2-(pyrimidin-5-yl)-1H-benzo[d]imidazole N1=CN=CC(=C1)C1=NC2=C(N1)C=CC=C2